tert-Butyl (3S,5R)-4-(2-((4-(2,4-dioxotetrahydropyrimidin-1(2H)-yl)phenyl)amino)-2-oxoethyl)-3,5-dimethylpiperazine-1-carboxylate O=C1N(CCC(N1)=O)C1=CC=C(C=C1)NC(CN1[C@H](CN(C[C@H]1C)C(=O)OC(C)(C)C)C)=O